CC(NC(=O)C(=O)O)(C(=O)O)C dimethyl-oxaloglycine